BrC(C(=O)C=1C=CC(=NC1)C#N)C1=CC=C(C=C1)Cl 5-[2-bromo-2-(4-chlorophenyl)acetyl]pyridine-2-carbonitrile